C(CCC)OC(=O)C1C2C=CC(C1)C2 2-butoxycarbonylbicyclo[2.2.1]Hept-5-ene